OCCNC(OC1CCC(CC1)C(N(CC12CCC(CC1)(CC2)C=2C=NC(=CC2)N(C)C)C2=CC(=CC=C2)C=2N=C(OC2)C2CC2)=O)=O 4-((3-(2-Cyclopropyl-oxazol-4-yl)phenyl)-((4-(6-(dimethyl-amino)pyridin-3-yl)-bicyclo[2.2.2]octan-1-yl)methyl)carbamoyl)cyclohexyl trans-(2-hydroxy-ethyl)carbamate